CN(C(=O)C1=CN=CN1)[C@@H]1CNCC1 N-methyl-N-((S)-pyrrolidin-3-yl)-1H-imidazole-5-carboxamide